(thiazol-2-yl)piperazin-2-one hydrochloride Cl.S1C(=NC=C1)N1C(CNCC1)=O